FC=1C(=C(C=CC1F)[C@H]1[C@@H](S[C@](C1)(C(F)(F)F)C)C(=O)NC1=CC(=NC=C1)C(=O)N)OC 4-((2r,3s,5r)-3-(3,4-difluoro-2-methoxyphenyl)-5-methyl-5-(trifluoromethyl)thiacyclopentane-2-carboxamido)pyridine-2-carboxamide